ClC=1C=CC(=C(C1)C=1N=CN(C(C1)=O)[C@H]1CCC[C@H](C(NC=2C=NN(C2C=2C=CN=C1C2)C)=O)C)C2=C(C=CC=C2)C (9R,13S)-13-{4-[5-chloro-2-(2-methylphenyl)phenyl]-6-oxo-1,6-dihydropyrimidin-1-yl}-3,9-dimethyl-3,4,7,15-tetraazatricyclo[12.3.1.02,6]Octadecan-1(18),2(6),4,14,16-pentaen-8-one